ClC1=CC(=C(C(=N1)C(C(=O)OCC)C#N)[N+](=O)[O-])OC ethyl 2-(6-chloro-4-methoxy-3-nitro-2-pyridinyl)-2-cyano-acetate